(3aS,7aS)-3a-(3,4-dimethoxyphenyl)-1-methyl-2,3,3a,4,5,7a-hexahydro-1H-indol-6-yl-3,3-dimethylbutanoate COC=1C=C(C=CC1OC)[C@@]12CCN([C@H]2C=C(CC1)OC(CC(C)(C)C)=O)C